N,4-diphenyl-5-(methoxyl-(1-naphthyl)methyl)thiazole-2-amine C1(=CC=CC=C1)NC=1SC(=C(N1)C1=CC=CC=C1)C(C1=CC=CC2=CC=CC=C12)OC